2-[bis(2-Hydroxyethyl)amino]-2-propanol OCCN(C(C)(C)O)CCO